C1(CC=CC=2C3=CC=CC=C3C=CC12)O 1H-phenanthrol